2-((3-bromobenzyl)thio)-1-(3-fluorophenyl)-4-phenyl-1H-imidazole BrC=1C=C(CSC=2N(C=C(N2)C2=CC=CC=C2)C2=CC(=CC=C2)F)C=CC1